C1(CC1)C1=CC=C(C=C1)[C@@H](C)N(C(OC(C)(C)C)=O)C tert-butyl (R)-(1-(4-cyclopropylphenyl)ethyl)(methyl)carbamate